(E)-3-(7-(4-fluorobenzoyl)-5-hydroxy-5-phenyl-2,3-dihydro-1H-pyrrolo[1,2-a]imidazol-6(5H)-ylidene)chroman-2,4-dione FC1=CC=C(C(=O)C=2/C(/C(N3C2NCC3)(C3=CC=CC=C3)O)=C/3\C(OC2=CC=CC=C2C3=O)=O)C=C1